2-[[isopropyl(methyl)carbamoyl]amino]-4-[2-phenoxyethyl-[4-(5,6,7,8-tetrahydro-1,8-naphthyridin-2-yl)butyl]amino]butanoic acid C(C)(C)N(C(=O)NC(C(=O)O)CCN(CCCCC1=NC=2NCCCC2C=C1)CCOC1=CC=CC=C1)C